FC(C(=O)O)(F)F.BrC=1C=C2CN(C(C2=CC1)=O)C(C(=O)NC)C1CC1 2-(5-Bromo-1-oxoisoindolin-2-yl)-2-cyclopropyl-N-methylacetamide, trifluoroacetate salt